O[C@H]1CC2C[C@H]([C@H]3[C@@H]4CC[C@H]([C@@H](CCCC(C)C)C)[C@]4([C@H](C[C@@H]3[C@]2(CC1)C)O)C)O 3α,7α,12α-trihydroxycholestan